2-chloro-4-(1,2,2,2-tetrafluoro-1-(4-methyl-4H-1,2,4-triazol-3-yl)ethyl)pyridine 1-oxide ClC1=[N+](C=CC(=C1)C(C(F)(F)F)(C1=NN=CN1C)F)[O-]